N-[7-methoxy-4-(morpholin-4-yl)-1H-1,3-benzodiazol-2-yl]-1-benzofuran-5-carboxamide COC1=CC=C(C2=C1NC(=N2)NC(=O)C=2C=CC1=C(C=CO1)C2)N2CCOCC2